(1R,2S,5S)-2-(((6-Fluoroquinolin-7-yl)methyl)amino)-5-(((2-methoxyquinolin-8-yl)methyl)amino)cyclohexan-1-ol FC=1C=C2C=CC=NC2=CC1CN[C@@H]1[C@@H](C[C@H](CC1)NCC=1C=CC=C2C=CC(=NC12)OC)O